tert-butyl N-[3-(1,5-dimethylpyrazol-3-yl)oxypropyl]-N-methyl-carbamate CN1N=C(C=C1C)OCCCN(C(OC(C)(C)C)=O)C